4-chloro-3-fluoro-6-iodo-2-((4-methoxybenzyl)amino)benzonitrile ClC1=C(C(=C(C#N)C(=C1)I)NCC1=CC=C(C=C1)OC)F